1-[[2-(difluoromethoxy)pyridin-4-yl]methyl]-3-spiro[3.4]octan-7-ylurea FC(OC1=NC=CC(=C1)CNC(=O)NC1CCC2(CCC2)C1)F